3-(1-{2-[2-(2-methoxyethoxy)ethoxy]ethyl}-1H-1,2,3-triazol-4-yl)propanoate COCCOCCOCCN1N=NC(=C1)CCC(=O)[O-]